[(2S,4R)-1-methyl-4-[2-(2-tetrahydropyran-2-yloxyethoxy)ethoxy]pyrrolidin-2-yl]methanol CN1[C@@H](C[C@H](C1)OCCOCCOC1OCCCC1)CO